[Na+].[Na+].O[B-]1(CCC=2C=CC(=C(C2O1)C(=O)O)OC1CN(C1)C(CN1N=NC=C1CNC)=O)O.O[B-]1(CCC=2C=CC(=C(C2O1)C(=O)O)OC1CN(C1)C(CN1N=NC=C1CNC)=O)O 4,4-dihydroxy-8-{[1-({5-[(methylamino)methyl]-1H-1,2,3-triazol-1-yl}acetyl)azetidin-3-yl]oxy}-5-oxa-4-boranuidabicyclo[4.4.0]deca-1(6),7,9-triene-7-carboxylic acid disodium salt